(6-hydroxy-2-methyl-9-phenoxy-[1,2,4]triazolo[5,1-a]isoquinoline-5-carbonyl)glycine OC1=C(N2C(C3=CC(=CC=C13)OC1=CC=CC=C1)=NC(=N2)C)C(=O)NCC(=O)O